N-{[2-(cyclopentylmethoxy)phenyl]methyl}-5-{2-acetamidoimidazo[1,2-b]pyridazin-6-yl}-2-methoxypyridine-3-carboxamide C1(CCCC1)COC1=C(C=CC=C1)CNC(=O)C=1C(=NC=C(C1)C=1C=CC=2N(N1)C=C(N2)NC(C)=O)OC